C1(CC1)C1=CC=C(C=C1)S(=O)(=O)NC=1C(=NN(C1C(=O)OC)C)C1CCC(CC1)OC methyl 4-((4-cyclopropylphenyl) sulfonamido)-3-((1S,4S)-4-methoxycyclohexyl)-1-methyl-1H-pyrazole-5-carboxylate